(R)-N-(3-(2-aminopropanamido)propyl)-4-((3-(1-(cyanomethyl)-3-(trifluoromethyl)-1H-pyrazol-4-yl)imidazo[1,2-a]pyrazin-8-yl)amino)-2-ethylbenzamide N[C@@H](C(=O)NCCCNC(C1=C(C=C(C=C1)NC=1C=2N(C=CN1)C(=CN2)C=2C(=NN(C2)CC#N)C(F)(F)F)CC)=O)C